1-(2-(4-([1,1'-biphenyl]-3-yl)piperazin-1-yl)-2-oxo-1-phenylethyl)pyrrolidine-2,5-dione C1(=CC(=CC=C1)N1CCN(CC1)C(C(C1=CC=CC=C1)N1C(CCC1=O)=O)=O)C1=CC=CC=C1